2H-pyrazole-3-carboxylic acid {3-[hydroxy-(4-propoxy-phenyl)-methyl]-phenyl}-amide OC(C=1C=C(C=CC1)NC(=O)C=1NN=CC1)C1=CC=C(C=C1)OCCC